[1-(difluoromethyl)cyclopropyl]-2-(3-pyridinyl)indazole-4-carboxamide FC(C1(CC1)C=1N(N=C2C=CC=C(C12)C(=O)N)C=1C=NC=CC1)F